2-(2-Methylpropyl)-N-[2-(trifluoromethyl)benzyl]-6-({[2-(trifluoromethyl)phenyl]carbonyl}amino)-1H-benzoimidazole-4-carboxamide CC(CC1=NC2=C(N1)C=C(C=C2C(=O)NCC2=C(C=CC=C2)C(F)(F)F)NC(=O)C2=C(C=CC=C2)C(F)(F)F)C